C(C)OC=1C=CC=C(CCN)C1 5-ethoxyphenethylamine